spiro[3.3]heptan-2-ylmethyl (1-(4-(2,6-dioxopiperidin-3-yl)-3,5-difluorophenyl)azetidin-3-yl)carbamate O=C1NC(CCC1C1=C(C=C(C=C1F)N1CC(C1)NC(OCC1CC2(C1)CCC2)=O)F)=O